N,N-bis([1,1':4',1''-terphenyl]-4-yl)-benzo[b]naphtho[1,2-d]furan-8-amine C1(=CC=C(C=C1)N(C=1C=CC=C2C1OC1=C2C=2C=CC=CC2C=C1)C1=CC=C(C=C1)C1=CC=C(C=C1)C1=CC=CC=C1)C1=CC=C(C=C1)C1=CC=CC=C1